(1R,2R)-N-(7-chloro-6-(1-((3R,4R)-4-hydroxy-3-methyltetrahydrofuran-3-yl)piperidin-4-yl)isoquinolin-3-yl)-2-(pyridin-2-yl)cyclobutane-1-carboxamide ClC1=C(C=C2C=C(N=CC2=C1)NC(=O)[C@H]1[C@@H](CC1)C1=NC=CC=C1)C1CCN(CC1)[C@@]1(COC[C@@H]1O)C